CN1CCN(CC1)C1=CC=C(C=C1)C1=CSC2=C1N=C(N=C2)N 7-(4-(4-methylpiperazin-1-yl)phenyl)thieno-[3,2-d]pyrimidin-2-amine